ClC1=CC=C2C(NC(=NC2=C1)C(C)(C)O)=O 7-chloro-2-(2-hydroxy-propan-2-yl)quinazolin-4(3H)-one